ClC1=CC2=C(N=C(N=C2)NC2CCNCC2)N(C1=O)C(C)C 6-Chloro-8-isopropyl-2-(4-piperidylamino)pyrido[2,3-d]pyrimidin-7-one